Trimercaptos-triazine SC1=NC(=NC(=N1)S)S